FC=1C=C(C=C(C1)F)C=1CC(OC1)(C(=O)N[C@H](CC(=O)OC)C)C methyl (3S)-3-[[4-(3,5-difluorophenyl)-2-methyl-3H-furan-2-carbonyl]amino]butanoate